C(CCCCCCCCC)[SiH](C1=C(C(=CC=C1)C)C)C decyl-methyl-(2,3-dimethylphenyl)silane